CC(C)OCC1OC1 2-[(1-methylethoxy)methyl]-oxirane